OC1=C(C(=C(C=C1C)C1=C(C(=C(C(=C1)C)O)C)C)C)C 4,4'-dihydroxy-2,2',3,3',5,5'-hexamethylbiphenyl